1,1,1,3,3,3-Hexafluoropropan-2-yl 1-(5-(cyclopropylmethyl)-4,5,6,7-tetrahydropyrazolo[1,5-a]pyrazine-2-carbonyl)-1,8-diazaspiro[4.5]decane-8-carboxylate C1(CC1)CN1CC=2N(CC1)N=C(C2)C(=O)N2CCCC21CCN(CC1)C(=O)OC(C(F)(F)F)C(F)(F)F